4-(6-fluoro-2-methoxy-3-methylphenyl)-2-(4-methyl-6-(piperazin-1-yl)pyridin-2-yl)-2,3-dihydro-1H-pyrrolo[3,4-c]pyridin-1-one FC1=CC=C(C(=C1C1=NC=CC2=C1CN(C2=O)C2=NC(=CC(=C2)C)N2CCNCC2)OC)C